ClC1=CC=C2C(=CNC2=C1N1N=CC=N1)S(=O)(=O)NC1=NC(=C(C(=N1)OC)CCC#N)OC 6-chloro-N-[5-(2-cyanoethyl)-4,6-dimethoxy-pyrimidin-2-yl]-7-(triazol-2-yl)-1H-indole-3-sulfonamide